NCC(=O)NS(=O)(=O)C=1C(=C(C(=CC1CCCCC)O)C1C(CCC(=C1)C)C(=C)C)O 2-amino-N-((2,6-dihydroxy-5'-methyl-4-pentyl-2'-(prop-1-en-2-yl)-1',2',3',4'-tetrahydro-[1,1'-biphenyl]-3-yl)sulfonyl)acetamide